ClC=1N=CC2=C(N1)N(C(=C2)C(=O)N(C)C)C2CCCC2 2-chloro-7-cyclopentyl-N,N-dimethyl-7H-pyrrolo[2,3-d]-pyrimidine-6-carboxamide